5-(2,5-dihydroxy-3-sulfobenzamido)nicotinic acid OC1=C(C(=O)NC=2C=NC=C(C(=O)O)C2)C=C(C=C1S(=O)(=O)O)O